Cl.C(C1=CC=CC=C1)OC(NC1(CCNCC1)CF)=O 4-(fluoromethyl)piperidin-4-yl-carbamic acid benzyl ester hydrochloride